2',3-dichloro-5'-cyclopropyl-4-hydroxy-6-methyl-2H-[1,4'-bipyridyl]-2-one ClC1=NC=C(C(=C1)N1C(C(=C(C=C1C)O)Cl)=O)C1CC1